C(C)N(S(=O)(=O)C)CC1=C(C=C(C=C1)C1=NOC(=N1)C(F)(F)F)F N-ethyl-N-[[2-fluoro-4-[5-(trifluoromethyl)-1,2,4-oxadiazol-3-yl]phenyl]methyl]methanesulfonamide